α-bromo-propiophenone BrC(C(=O)C1=CC=CC=C1)C